CCC=O 3-Propanal